C[C@@H]1N(CC1)C=1N=C(C2=C(N1)CCC2)C=2C=C(C=CC2)NS(=O)(=O)CC(=O)O (S)-2-(N-(3-(2-(2-methylazetidin-1-yl)-6,7-dihydro-5H-cyclopenta[d]pyrimidin-4-yl)phenyl)sulfamoyl)acetic acid